(phenyl-2,3,4,5,6-d)boric acid C1(=C(C(=C(C(=C1[2H])[2H])[2H])[2H])[2H])OB(O)O